Methyl 2-[acetyl(2-methylbenzyl)amino]-4,7-dihydro-5H-spiro[1-benzothiophene-6,2'-[1,3]dioxolane]-3-carboxylate C(C)(=O)N(C=1SC2=C(C1C(=O)OC)CCC1(OCCO1)C2)CC2=C(C=CC=C2)C